S(=O)(=O)(O)[O-].C(CCC)[NH3+] n-butylammonium hydrogensulfat